(6-methyl-pyridazin-3-yl)amine CC1=CC=C(N=N1)N